C(#N)C1=CC(=NN1COCC[Si](C)(C)C)C=NNS(=O)(=O)C1=CC=C(C=C1)C N'-((5-cyano-1-((2-(trimethylsilyl)ethoxy)methyl)-1H-pyrazol-3-yl)methylene)-4-methylbenzenesulfonyl-hydrazine